4-(2-(1-(2-(methylthio)propionyl)piperidin-2-yl)-1H-imidazol-5-yl)benzoic acid CSC(C(=O)N1C(CCCC1)C=1NC(=CN1)C1=CC=C(C(=O)O)C=C1)C